N[C@H]1CN(CC1)C1=NC(=NC2=CC(=CC=C12)NC)N1CCN(CC1)C (R)-4-(3-aminopyrrolidin-1-yl)-N-methyl-2-(4-methylpiperazin-1-yl)quinazolin-7-amine